2-(tert-butylamino)-5-methyl-4-(p-fluorophenyl)-6H-1,3-oxazin-6-one C(C)(C)(C)NC=1OC(C(=C(N1)C1=CC=C(C=C1)F)C)=O